C(CCCCCCCCCCC)C1=CC=C(C=C1)O monolaurylphenol